C(C1=CC=CC=C1)N1C[C@@H](CC1)NC1=CC(=C(C=C1Cl)S(=O)(=O)N(C(OC(C)(C)C)=O)C=1N=CSC1)F tert-butyl (R)-((4-((1-benzylpyrrolidin-3-yl)amino)-5-chloro-2-fluorophenyl)sulfonyl)(thiazol-4-yl)carbamate